FC1=C(C=CC=C1)C(C1=NN2C(C=C(C(=C2)OC)C(=O)NC2=NN(C=N2)CC)=C1CC)(O)C1=C(C=CC=C1)F 2-[bis(2-fluorophenyl)(hydroxy)methyl]-3-ethyl-N-(1-ethyl-1H-1,2,4-triazol-3-yl)-6-methoxypyrazolo[1,5-a]pyridine-5-carboxamide